ClC1=CN=C2C(=N1)N(N=C2)C([2H])([2H])C=2C=NC=CC2 6-chloro-1-(pyridin-3-ylmethyl-d2)-1H-pyrazolo[3,4-b]pyrazine